2'-oxo-1',4'-dihydro-2'H-spiro[cyclopropane-1,3'-quinoline]-7'-carbaldehyde O=C1NC2=CC(=CC=C2CC12CC2)C=O